C[Sn]1(P2[Sn]([Sn](P1[Sn]([Sn]2(C)C)(C)C)(C)C)(C)C)C decamethyl-1λ3,4λ3-diphospha-2,3,5,6,7-pentastanna-bicyclo[2.2.1]heptane